C(C)(=O)NCCCNC(=O)C=1C=C2C(=NNC2=CC1)C1=NC2=C(N1)C=C(C=C2)N2CCCCC2 N-(3-acetamidopropyl)-3-(6-(piperidin-1-yl)-1H-benzo[d]imidazol-2-yl)-1H-indazole-5-carboxamide